C(C)S(=O)(=N)C=1C=C(C=NC1C1=NC=2C(=NC=C(C2)C(F)(F)F)N1C)C1(CC1)C#N 1-[5-(ethylsulfonimidoyl)-6-[3-methyl-6-(trifluoromethyl)imidazo[4,5-b]pyridin-2-yl]-3-pyridyl]cyclopropane-carbonitrile